C(C)C1=CC=C(C2=CC=CC=C12)C(S\C(=C(\C)/N(C=O)CC=1C(=NC(=NC1)C)N)\CCO)=O (Z)-S-(2-(N-((4-amino-2-methylpyrimidin-5-yl)methyl)formamido)-5-hydroxypent-2-en-3-yl) 4-ethylnaphthalene-1-carbothioate